dichloroplatinum (II) Cl[Pt]Cl